4-methyl-5,8-dioxo-2,12-dioxo-6,9-diazatetradecan-14-yl (S)-2-((tert-butoxycarbonyl) amino)-2-cyclopropylacetate C(C)(C)(C)OC(=O)N[C@H](C(=O)OCCC(CCNC(CNC(C(CC(C)=O)C)=O)=O)=O)C1CC1